5-chloro-4-[(3S)-3-methylmorpholin-4-yl]-2-(4-pyridinyl)-1H-pyrimidin-6-one ClC1=C(N=C(NC1=O)C1=CC=NC=C1)N1[C@H](COCC1)C